C(C)NC(=O)[C@H]1CN([C@@H]2CC=3C4=C(C2=C1)C=CC=C4NC3)C (6aR,9R)-N-ethyl-7-methyl-6,6a,8,9-tetrahydro-4H-indolo[4,3-fg]quinoline-9-carboxamide